FC1=CC=C(C=C1)C=1N=C(SC1)C(=O)O 4-fluorophenyl-thiazolecarboxylic acid